C(C)OC(C1=C(C=CC=C1)C(=O)C1=C(C=C(C=C1)F)ON=C(C)C)OCC [2-(diethoxymethyl)phenyl]{4-fluoro-2-[(propan-2-ylideneamino)oxy]phenyl}methanone